6-(4-(1-methylpiperiDin-4-yl)phenyl)pyrido[3,2-d]Pyrimidin-4(3H)-one 2,2,2-trifluoroacetate FC(C(=O)O)(F)F.CN1CCC(CC1)C1=CC=C(C=C1)C=1C=CC=2N=CNC(C2N1)=O